3-hydroxy-2-methyl-1-(4-((1-methylpyrrolidin-3-yl)oxy)phenyl)pyridin-4(1H)-one hydrochloride Cl.OC1=C(N(C=CC1=O)C1=CC=C(C=C1)OC1CN(CC1)C)C